3-bromo-N-[4-(trifluoromethyl)phenyl]pyridin-2-amine BrC=1C(=NC=CC1)NC1=CC=C(C=C1)C(F)(F)F